methyl 3-methylbicyclo[4.1.0]heptane-7-carboxylate CC1CC2C(C2CC1)C(=O)OC